4-[7-(6-cyano-3-pyridyl)imidazo[1,2-a]pyridin-3-yl]-2,6-dimethoxy-N-(2,2,2-trifluoroethyl)benzamide C(#N)C1=CC=C(C=N1)C1=CC=2N(C=C1)C(=CN2)C2=CC(=C(C(=O)NCC(F)(F)F)C(=C2)OC)OC